FC1=C2C=CN(C2=C(C=C1)C)C1=CC(=CC=C1)C1=NN2C(C=CC=C2)=C1 4-fluoro-7-methyl-N-(3-(pyrazolo[1,5-a]pyridin-2-yl)phenyl)-1H-indole